S12(C=CC=C1)N=C1C=CC=CC1=C2 indolespirothiophene